ClC=1C=CC(=C(CN(C(=O)C=2OC3=C(C2)C=CC=C3)CC3=C(C=CC=C3)C=3SC(=CC3)S(=O)(=O)NCCC)C1)OCCC N-(5-chloro-2-propoxybenzyl)-N-(2-(5-(N-propylaminosulfonyl)thiophen-2-yl)benzyl)benzofuran-2-carboxamide